7-Chloro-4-(1-(5-((cyclohexyloxy)methyl)pyrimidin-2-yl)piperidin-4-yl)-1-methyl-1,4-diHydropyrido[2,3-b]pyrazine-2,3-dione ClC1=CC2=C(N(C(C(N2C)=O)=O)C2CCN(CC2)C2=NC=C(C=N2)COC2CCCCC2)N=C1